N1=C(C=CC=C1)C=1OC=NN1 2-(Pyridin-2-Yl)-1,3,4-Oxadiazole